1,2-dimethyl-toluene CC1(C)C(C=CC=C1)C